COC(\C(=C/C(=O)[O-])\CP(=O)(O)O)=O methyl-2-phosphonomethylmaleate